N1(CCNCC1)CC=1C=CC(=C(C1)N1C=NC2=CC=CC=C2C1=O)OC(C)C 3-[5-(piperazin-1-ylmethyl)-2-propan-2-yloxyphenyl]quinazolin-4-one